ethyl 3-amino-6-(trifluoromethyl)pyrazine-2-carboxylate NC=1C(=NC(=CN1)C(F)(F)F)C(=O)OCC